BrC=1C(=NN2C1N(C(=C(C2=O)C2=CC=C(C=C2)OCC2=CC=C(C=C2)OC)C)C)C2=CC=CC=C2 3-bromo-6-(4-((4-methoxybenzyl)oxy)phenyl)-4,5-dimethyl-2-phenylpyrazolo[1,5-a]pyrimidin-7(4H)-one